tert-butyl (2R)-2-methyl-4,6-dioxo-piperidine-1-carboxylate C[C@H]1N(C(CC(C1)=O)=O)C(=O)OC(C)(C)C